5-methyl-N-pentyl-pyridine-2-carboxamide CC=1C=CC(=NC1)C(=O)NCCCCC